bis-(4-dimethylaminophenyl)platinum CN(C1=CC=C(C=C1)[Pt]C1=CC=C(C=C1)N(C)C)C